methyl-trivinyl-cyclotrisiloxane C[Si]1(O[SiH](O[SiH](O1)C=C)C=C)C=C